5-[4-[2,2,2-trifluoro-1-phenyl-ethoxy]phenyl]-4H-pyrazolo[1,5-a]pyrimidin-7-one FC(C(OC1=CC=C(C=C1)C=1NC=2N(C(C1)=O)N=CC2)C2=CC=CC=C2)(F)F